2-methyl-7-morpholino-8-(naphthalen-1-ylmethyl)-6-oxo-9-(3-(trifluoromethyl)phenyl)-3,4-dihydro-2H,6H-pyrido[1,2-e][1,2,5]thiadiazine-4-carboxylic acid 1,1-dioxide CN1S(C=2N(C(C1)C(=O)O)C(C(=C(C2C2=CC(=CC=C2)C(F)(F)F)CC2=CC=CC1=CC=CC=C21)N2CCOCC2)=O)(=O)=O